potassium methylene silicate [Si]1(OCO1)([O-])[O-].[K+].[K+]